N-(n-propyl)thio-phosphoric acid triamide C(CC)SNP(N)(N)=O